ClC=1C=C(NC2(CCC3([C@H](CC4=CC=5OC(OC5C=C34)(C)C)C[C@H](CO)C)CC2)C(=O)OC)C=CC1 methyl (1r,4S,6'S)-4-(3-chloroanilino)-6'-[(2R)-3-hydroxy-2-methylpropyl]-2',2'-dimethyl-6',7'-dihydro-2'H-spiro[cyclohexane-1,5'-indeno[5,6-d][1,3]dioxole]-4-carboxylate